C1(CC1)C1=CC(=CC(=N1)N1C(C2=C(C(=C1)C(F)(F)F)C=C(N2)CNCCOC)=O)C2=C(C=C(C=C2)F)N2N=NC(=C2)C 6-[6-cyclopropyl-4-[4-fluoro-2-(4-methyltriazol-1-yl)phenyl]pyridin-2-yl]-2-[(2-methoxyethylamino)methyl]-4-(trifluoromethyl)-1H-pyrrolo[2,3-c]pyridin-7-one